1-(3,4-dichlorophenyl)-3-(4-((3-(dimethylamino)propyl)amino)-6-methylpyrimidin-2-yl)urea dimesylate S(C)(=O)(=O)O.S(C)(=O)(=O)O.ClC=1C=C(C=CC1Cl)NC(=O)NC1=NC(=CC(=N1)NCCCN(C)C)C